BrC=1C=CC=C2C=CC=C(C12)C(=O)NO 8-bromo-N-hydroxy-1-naphthamide